2-hydroxy-4,6-bis(trifluoromethyl)nicotinonitrile OC1=C(C#N)C(=CC(=N1)C(F)(F)F)C(F)(F)F